FC=1C=C(C2=C(SC=C2)C1)N1CCN(CC1)CCC1=CC=C2CCC(N(C2=C1)CN(C(O)=O)CC1CCCCC1)=O.ClCC(=O)NC1=C(C=CC=C1C)C 2-chloro-N-(2,6-dimethylphenyl)acetamide (7-(2-(4-(6-fluorobenzo[b]thiophen-4-yl)piperazin-1-yl)ethyl)-2-oxo-3,4-dihydroquinolin-1(2H)-yl)methyl-(cyclohexylmethyl)carbamate